6-(4-aminopyridin-3-yl)-N2-benzyl-N4-(tert-butyl)-1,3,5-triazine-2,4-diamine NC1=C(C=NC=C1)C1=NC(=NC(=N1)NCC1=CC=CC=C1)NC(C)(C)C